4-ethoxycyclohexyl 4-nitrobenzenesulfonate [N+](=O)([O-])C1=CC=C(C=C1)S(=O)(=O)OC1CCC(CC1)OCC